ClC=1C=C2C=NN(C2=CC1[C@@H]1[C@H](CN(CC1)C)F)C=1C=NN(C1)C |o1:10| (R,R or S,S)-5-chloro-6-(3-fluoro-1-methylpiperidin-4-yl)-1-(1-methyl-1H-pyrazol-4-yl)-1H-indazole